ClC1=C(C=CC=C1)[C@H]1N(CCC1)C=1N=CC(=NC1)C(=O)N[C@H](C)\C=C\S(=O)(=O)CC 5-((S)-2-(2-Chlorophenyl)pyrrolidin-1-yl)-N-((R,E)-4-(ethylsulfonyl)but-3-en-2-yl)pyrazine-2-carboxamide